tetrakis(o-methyl-benzoyl)german CC1=C(C(=O)[Ge](C(C2=C(C=CC=C2)C)=O)(C(C2=C(C=CC=C2)C)=O)C(C2=C(C=CC=C2)C)=O)C=CC=C1